3-(5-(3-(4'-chloro-[1,1'-biphenyl]-2-carbonyl)-3,8-diazabicyclo[3.2.1]oct-8-yl)-1-oxoisoindolin-2-yl)piperidine-2,6-dione ClC1=CC=C(C=C1)C=1C(=CC=CC1)C(=O)N1CC2CCC(C1)N2C=2C=C1CN(C(C1=CC2)=O)C2C(NC(CC2)=O)=O